CC(C)(C)N1N=C(C=C1NC(=O)OCC1=CC=CC=C1)[C@@H]1C[C@@H](CC1)OC(=O)NC(C)C benzyl {[2-(2-methylprop-2-yl)-5-[(1S,3R)-3-{[(prop-2-ylamino)carbonyl]oxy}cyclopentyl]pyrazol-3-yl]amino}methanoate